Tert-butyl N-[(tert-butoxy)carbonyl]-N-[(2E)-3-{[4-(trifluoromethoxy)phenyl]-sulfanyl}prop-2-en-1-yl]-carbamate C(C)(C)(C)OC(=O)N(C(OC(C)(C)C)=O)C\C=C\SC1=CC=C(C=C1)OC(F)(F)F